C(CCCC)C1=CC2=C(C3=CC=CC=C3C(=C2C=C1)OC(C1=CC=C(C=C1)C(C)(C)C)=O)OC(C1=CC=C(C=C1)C(C)(C)C)=O 2-pentyl-9,10-bis(4-tert-butylbenzoyloxy)anthracene